tert-butyl (2-(6-((5-cyano-6-isopropylpyrazin-2-yl)amino)-1-(methylamino)-2,7-naphthyridin-4-yl)propan-2-yl)carbamate C(#N)C=1N=CC(=NC1C(C)C)NC=1C=C2C(=CN=C(C2=CN1)NC)C(C)(C)NC(OC(C)(C)C)=O